pentane-2,4-dione dioxime CC(CC(C)=NO)=NO